2-methyl-1-(2-(2-(((3R,4S)-3-methyl-1-((4-methylpiperazin-1-yl)sulfonyl)piperidin-4-yl)amino)-5-(trifluoromethyl)pyrimidin-4-yl)thiazol-5-yl)propan-2-ol CC(CC1=CN=C(S1)C1=NC(=NC=C1C(F)(F)F)N[C@@H]1[C@@H](CN(CC1)S(=O)(=O)N1CCN(CC1)C)C)(C)O